2,6-bis(4-bromophenyl)-4-(4-trifluoromethylphenyl)pyridine BrC1=CC=C(C=C1)C1=NC(=CC(=C1)C1=CC=C(C=C1)C(F)(F)F)C1=CC=C(C=C1)Br